N1(N=CC=C1)C[C@@H]1N(CC1)C(=O)OC(C)(C)C tert-butyl (2R)-2-(pyrazol-1-ylmethyl)azetidine-1-carboxylate